(2,2-difluoroethyl)(methyl)amine hydrochloride Cl.FC(CNC)F